5-phenyl-1-(2-naphthyl)-3-difluoromethyl-1H-pyrazole-4-carbonitrile C1(=CC=CC=C1)C1=C(C(=NN1C1=CC2=CC=CC=C2C=C1)C(F)F)C#N